(E)-3-(3-(tert-butyl)pyrazin-2-yl)-N-(4-hydroxyphenyl)acrylamide C(C)(C)(C)C=1C(=NC=CN1)/C=C/C(=O)NC1=CC=C(C=C1)O